BrC1=CC(=C(C(=O)NC(NC2=C(C=CC=C2)C#C)=O)C=C1)F 4-bromo-N-((2-ethynylphenyl)carbamoyl)-2-fluorobenzamide